methylenebis[6-(1-methylcyclohexyl)-4-methylphenol] C(C1=C(C(=CC(=C1)C)C1(CCCCC1)C)O)C1=C(C(=CC(=C1)C)C1(CCCCC1)C)O